N-((4,4-difluoropiperidin-3-yl)methyl)-N-methyl-6-(2-azaspiro[5.5]undecan-2-yl)-2-(trifluoromethyl)pyrimidin-4-amine hydrochloride Cl.FC1(C(CNCC1)CN(C1=NC(=NC(=C1)N1CC2(CCC1)CCCCC2)C(F)(F)F)C)F